[C].[Cu](O)O.[Ni] nickel copper hydroxide carbon